9-(6-(4-(dimethylamino)piperidin-1-yl)pyridin-3-yl)-1-((2S,6R)-2,6-dimethylmorpholino)-3-methylpyrazolo[1,5-c]quinazolin-2(3H)-one CN(C1CCN(CC1)C1=CC=C(C=N1)C1=CC=2C=3N(C=NC2C=C1)N(C(C3N3C[C@@H](O[C@@H](C3)C)C)=O)C)C